O=C1N(C(C2=CC=CC=C12)=O)[C@@H](C(=O)Cl)COC (R)-2-(1,3-dioxoisoindolin-2-yl)-3-methoxypropanoyl chloride